butyl N-{5-azaspiro[2.4]heptan-7-yl}carbamate C1CC12CNCC2NC(OCCCC)=O